Cl.N[C@H](C(=O)N)C[C@H]1C(NC2=C(O1)C=CC=C2)=O (S)-2-amino-3-((S)-3-oxo-3,4-dihydro-2H-benzo[b][1,4]oxazin-2-yl)propanamide hydrochloride